4-(2-nitro-5-chlorobenzoyl)-1,3-dimethyl-1H-pyrazol-5-yl-1-methyl-3-trifluoromethyl-1H-pyrazole-4-carboxylate [N+](=O)([O-])C1=C(C(=O)C=2C(=NN(C2C2=C(C(=NN2C)C(F)(F)F)C(=O)[O-])C)C)C=C(C=C1)Cl